FC1=C(C=C(C=C1)S(=O)(=O)NCC1=CC=C(C=C1)OC)[N+](=O)[O-] 4-fluoro-N-(4-methoxybenzyl)-3-nitrobenzenesulfonamide